(±)-[4-(4-methoxyphenyl)-2-oxopyrrolidin-3-yl]carbamic acid tert-butyl ester C(C)(C)(C)OC(NC1C(NCC1C1=CC=C(C=C1)OC)=O)=O